((2S,3R,6R)-2,6-Dimethyl-3-(((5-(trifluoromethyl)pyrimidin-2-yl)amino)methyl)morpholino)(4-(5-methoxypyridin-2-yl)-1-methyl-1H-pyrazol-3-yl)methanone C[C@@H]1O[C@@H](CN([C@@H]1CNC1=NC=C(C=N1)C(F)(F)F)C(=O)C1=NN(C=C1C1=NC=C(C=C1)OC)C)C